3-[4-(trifluoromethoxy)phenyl]propionic acid FC(OC1=CC=C(C=C1)CCC(=O)O)(F)F